C(C)(C)(CC)O.[K] potassium tertiary amyl alcohol